NCC=1C=C(C=CC1)N 3-aminomethyl-phenylamine